3-carboxymethyl-2,2-dimethylcyclopropanecarboxylic acid C(=O)(O)CC1C(C1C(=O)O)(C)C